NCCC=1C=CC(=NC1)C1=C(C=C(C#N)C=C1)OC=1N(N=C(C1)COC(C)C)C 4-[5-(2-aminoethyl)pyridin-2-yl]-3-[2-methyl-5-(propan-2-yloxymethyl)pyrazol-3-yl]oxybenzonitrile